1-fluoro-N-(8-((methyl-d3)amino)-5-(6-morpholino-[1,2,4]triazolo[1,5-a]pyridin-2-yl)-2,7-naphthyridin-3-yl)cyclopropane-1-carboxamide FC1(CC1)C(=O)NC=1N=CC2=C(N=CC(=C2C1)C1=NN2C(C=CC(=C2)N2CCOCC2)=N1)NC([2H])([2H])[2H]